lactoamide C(C(O)C)(=O)N